N-(isoquinoline-5-ylmethyl)-2-[1-[(4-methylphenyl)methyl]-5-oxopyrrolidin-2-yl]acetamide C1=NC=CC2=C(C=CC=C12)CNC(CC1N(C(CC1)=O)CC1=CC=C(C=C1)C)=O